2-((4-(bis(4-fluorophenyl)methyl)piperidin-1-yl)methyl)-4-(4-methyl-1,4-diazepan-1-yl)benzonitrile FC1=CC=C(C=C1)C(C1CCN(CC1)CC1=C(C#N)C=CC(=C1)N1CCN(CCC1)C)C1=CC=C(C=C1)F